1-(4-bromo-2-iodo-5-methoxy-phenyl)pyrazol-4-ol BrC1=CC(=C(C=C1OC)N1N=CC(=C1)O)I